2-chloro-4,5-difluoro-3-methylpyridine ClC1=NC=C(C(=C1C)F)F